Tagatose 6-Phosphate P(=O)(O)(O)OC[C@H]([C@@H]([C@@H](C(CO)=O)O)O)O